Br\C=C\1/N(C(N(C1=O)CCN1CCC1)=O)C (Z)-1-(2-(4-(bromomethylene)-3-methyl-2,5-dioxoimidazolidin-1-yl)ethyl)azetidine